C(CCCCCCCC)N(CCCNC1=NC(=NC(=N1)NCCCN(CCCCCCCCC)CCCCCCCCC)NCCCCO)CCCCCCCCC 4-((4,6-bis((3-(dinonylamino)propyl)amino)-1,3,5-triazin-2-yl)amino)butan-1-ol